2-(4-azido-2-chlorophenoxy)-N,N-dimethylethan-1-amine N(=[N+]=[N-])C1=CC(=C(OCCN(C)C)C=C1)Cl